4-((11H-dipyrido[2,3-b:3',2'-f]azepin-11-yl)methyl)-3,5-difluoro-N-hydroxybenzamide N1=CC=CC2=C1N(C1=C(C=C2)C=CC=N1)CC1=C(C=C(C(=O)NO)C=C1F)F